6-amino-3-(3-amino-2,6-difluorophenoxy)-2-methylbenzoic acid tert-butyl ester C(C)(C)(C)OC(C1=C(C(=CC=C1N)OC1=C(C(=CC=C1F)N)F)C)=O